(±)-3-((2-(Piperazin-1-yl)pyridin-4-yl)amino)piperidine-2,6-dione N1(CCNCC1)C1=NC=CC(=C1)N[C@H]1C(NC(CC1)=O)=O |r|